BrC1=CC(=C(C=C1)[C@H](C(=O)N1CCN(CC1)C=1C2=C(N=CN1)[C@H](C[C@H]2C)O)CNCC2CC2)F (S)-2-(4-bromo-2-fluorophenyl)-3-(cyclopropylmethylamino)-1-(4-((5R,7S)-7-hydroxy-5-methyl-6,7-dihydro-5H-cyclopenta[d]pyrimidin-4-yl)piperazin-1-yl)propan-1-one